BrC1=C(OCC=2N=CN(C2)S(=O)(=O)N(C)C)C=C(C=C1)C 4-((2-Bromo-5-methylphenoxy)methyl)-N,N-dimethyl-1H-imidazole-1-sulfonamide